BrC=1C=CC2=C(N(C(N2)=O)CCCCCCCC(=O)OC(C)(C)C)C1 tert-butyl 8-(6-bromo-2-oxo-3H-benzimidazol-1-yl)octanoate